Dimethyl Azodiisobutyrate N(=NC(C(=O)OC)(C)C)C(C(=O)OC)(C)C